CN(C)C1=NC=CN=C1 (dimethylamino)pyrazin